tert-butyl {2-[(1,3-dioxo-1,3-dihydro-2H-isoindol-2-yl)oxy]-1-(4-fluorophenyl)-2-methylpropyl}carbamate O=C1N(C(C2=CC=CC=C12)=O)OC(C(C1=CC=C(C=C1)F)NC(OC(C)(C)C)=O)(C)C